C(C)(C)C=1C(=NNC1C=1C=C(C=2N(C1)N=CN2)C)C(=O)NCC2CN(CCO2)C 4-isopropyl-5-(8-methyl-[1,2,4]triazolo[1,5-a]pyridin-6-yl)-N-((4-methylmorpholin-2-yl)methyl)-1H-pyrazole-3-carboxamide